F[P-](F)(F)(F)(F)F.C(C1=CC=CC=C1)N1C=[N+](C=C1)C 1-Benzyl-3-methylimidazolium hexafluorophosphate